isopentyl (3R,6S)-3-(2-aminoethyl)-6-isobutyl-4,7-dioxo-8-phenethylhexahydropyrazino[2,1-c][1,2,4]oxadiazine-1(6H)-carboxylate NCC[C@@H]1C(N2C(N(O1)C(=O)OCCC(C)C)CN(C([C@@H]2CC(C)C)=O)CCC2=CC=CC=C2)=O